1-(1-fluorocyclopropyl)-1H-pyrazole-4-carboxylic acid ethyl ester C(C)OC(=O)C=1C=NN(C1)C1(CC1)F